C(=O)(O)C1=CC=NC2=C3N=CC=C(C3=CC=C12)C(=O)O 4,7-dicarboxy-1,10-phenanthroline